chloro-3-((4-methoxybenzyl)amino)pyridazine-4-carboxylic acid ethyl ester C(C)OC(=O)C1=C(N=NC=C1Cl)NCC1=CC=C(C=C1)OC